Tert-Butyl N-[2-[2-[2-[2-(3-amino-2-fluoro-1-methyl-propoxy)ethoxy]ethoxy]ethoxy]ethyl]carbamate NCC(C(OCCOCCOCCOCCNC(OC(C)(C)C)=O)C)F